1-(pyrazolo[1,5-a]pyridin-3-yl)propan-2-amine N1=CC(=C2N1C=CC=C2)CC(C)N